2-piperonyl-4,6-bis(trichloromethyl)sym-triazine C(C1=CC=2OCOC2C=C1)C1=NC(=NC(=N1)C(Cl)(Cl)Cl)C(Cl)(Cl)Cl